1-methyl-4-{5-[1-(3-trifluoromethyl-phenyl)-ethylamino]-imidazo[1,2-a]quinazolin-7-yl}-piperazin-2-one CN1C(CN(CC1)C=1C=C2C(=NC=3N(C2=CC1)C=CN3)NC(C)C3=CC(=CC=C3)C(F)(F)F)=O